[Ni].[Mo] molybdenum nickel salt